ClC=1C=C2N=CC(=NC2=CC1)SCCC(C#N)C#N 2-[2-(6-chloroquinoxalin-2-yl)sulfanylethyl]malononitrile